ClC1=C(C=C(C=C1)Cl)C1=CC=C2C(C(COC2=C1)(C)C)NC(O[C@@H]1CN2CCC1CC2)=O (S)-quinuclidin-3-yl (7-(2,5-dichlorophenyl)-3,3-dimethylchroman-4-yl)carbamate